ClC1=C(C(=CC(=C1)C(F)(F)F)Cl)N1N=C(C(=C1N)S(=O)CC)C#N 1-(2,6-dichloro-4-trifluoromethylphenyl)-3-cyano-4-ethylsulfinyl-5-aminopyrazole